N-tert-butyl-2-(ethylamino)acetamide C(C)(C)(C)NC(CNCC)=O